2,2-Bis-(3-methyl-4-hydroxyphenyl)-propan CC=1C=C(C=CC1O)C(C)(C)C1=CC(=C(C=C1)O)C